C(C)(=O)N1C[C@]2(C[C@H]2C1)N1C=C2C(=NN(C(C2=CC1=O)=O)C)N[C@H](C)C1=C(C(=CC=C1)C(F)F)F 6-((1R,5S)-3-acetyl-3-azabicyclo[3.1.0]hexan-1-yl)-4-(((R)-1-(3-(difluoromethyl)-2-fluorophenyl)ethyl)amino)-2-methyl-2,6-dihydropyrido[3,4-d]pyridazine-1,7-dione